FC1=C(OC2=CC3=C(N=C(N=C3)C3=C(C=CC(=C3)N)N)N3C2=NCC3)C=CC(=C1)F (6-(2,4-Difluorophenoxy)-8,9-dihydroimidazo[1',2':1,6]pyrido[2,3-d]pyrimidin-2-yl)benzene-1,4-diamine